C(C1=CC=CC=C1)NC(C1=CC(=CC=C1)C=1C=CC2=C(NC(=N2)NC(CCCC)=O)C1)=O N-benzyl-3-(2-pentanamido-1H-benzo[d]imidazol-6-yl)benzamide